3-Methyl-1-[(3-methyl-1,2,4-oxadiazol-5-yl)methyl]-6-(5-methyl-2-thienyl)imidazo[4,5-b]pyridin-2-one CN1C(N(C=2C1=NC=C(C2)C=2SC(=CC2)C)CC2=NC(=NO2)C)=O